6-bromo-3-(4-chloro-phenyl)-4-fluoro-3-(1-hydroxymethyl-cyclopropylmethoxy)-2-{4-[(triisopropylsilyl)-ethynyl]-benzyl}-2,3-dihydro-isoindol-1-one BrC1=CC(=C2C(N(C(C2=C1)=O)CC1=CC=C(C=C1)C#C[Si](C(C)C)(C(C)C)C(C)C)(OCC1(CC1)CO)C1=CC=C(C=C1)Cl)F